NCCOCCOCCC(=O)NC(C(=O)NCCOCCOCCOCCOCCC(=O)OC(C)(C)C)CCCCNC(CCOCCOCCN)=O Tert-butyl 1-[2,6-bis({3-[2-(2-aminoethoxy)ethoxy]propanamido})hexanamido]-3,6,9,12-tetraoxapentadecan-15-oate